2-amino-2-(Hydroxymethyl)propane-1,3-diol NC(CO)(CO)CO